norbornenyl acrylate C=CC(=O)OC12CCC(C1)C=C2